1-(5Z,8Z,11Z-eicosatrienoyl)-2-(11Z-eicosenoyl)-sn-glycero-3-phosphocholine CCCCCCCC/C=C\CCCCCCCCCC(=O)O[C@H](COC(=O)CCC/C=C\C/C=C\C/C=C\CCCCCCCC)COP(=O)([O-])OCC[N+](C)(C)C